copper (ii) acetylacetate C(C)(=O)CC(=O)[O-].[Cu+2].C(C)(=O)CC(=O)[O-]